methyl 2-[[4-[3-[(4-chloro-2-fluoro-phenyl)methoxy]pyrazol-1-yl]-1-piperidyl]methyl]-3-[[(2S)-oxetan-2-yl]methyl]imidazo[4,5-b]pyridine-5-carboxylate ClC1=CC(=C(C=C1)COC1=NN(C=C1)C1CCN(CC1)CC1=NC=2C(=NC(=CC2)C(=O)OC)N1C[C@H]1OCC1)F